4-methoxy-5-(2-methyl-2H-1,2,3-triazol-4-yl)benzoic acid methyl ester COC(C1=CC=C(C(=C1)C1=NN(N=C1)C)OC)=O